5,6,7,8-tetrahydroquinazolin N1=CN=CC=2CCCCC12